COC1(C(C=CC=C1)CC(=O)C1=CC=CC=C1)OC 2,2-dimethoxyphenyl-acetophenone